[Na+].[Se](=O)([O-])[O-].[Na+] selenite sodium salt